O=C1NC(CCC1N1C(N(C2=C1C=CC=C2C2C[C@H]1CC[C@@H](C2)N1CC1CCC(CC1)N1N=C2C=CC(=CC2=C1)NC(=O)C1=NC(=CC=C1)C(F)(F)F)C)=O)=O N-[2-[4-[[(1R,5S)-3-[1-(2,6-dioxo-3-piperidinyl)-3-methyl-2-oxo-benzimidazol-4-yl]-8-azabicyclo[3.2.1]oct-8-yl]methyl]cyclohexyl]indazol-5-yl]-6-(trifluoromethyl)pyridine-2-carboxamide